Ethyl 1-(4-fluorophenyl)-5-methoxy-1H-indole-2-carboxylate FC1=CC=C(C=C1)N1C(=CC2=CC(=CC=C12)OC)C(=O)OCC